The molecule is a dihydroxyicosatetraenoate that is the conjugate base of (5S,6R)-dihydroxy-(7E,9E,11Z,14Z)-icosatetraenoic acid arising from deprotonation of the carboxylic acid function; major species at pH 7.3. It is a conjugate base of a (5S,6R)-dihydroxy-(7E,9E,11Z,14Z)-icosatetraenoic acid. CCCCC/C=C\\C/C=C\\C=C\\C=C\\[C@H]([C@H](CCCC(=O)[O-])O)O